FC(C=1C=CC=2N(C1)C(=CN2)C2=NC=CC(=N2)N2CC1(CN(C1)S(=O)(=O)C)CCC2)F 6-(2-(6-(difluoromethyl)imidazo[1,2-a]pyridin-3-yl)pyrimidin-4-yl)-2-(methylsulfonyl)-2,6-diazaspiro[3.5]nonane